Benzoic acid 2-ethylhexyl ester C(C)C(COC(C1=CC=CC=C1)=O)CCCC